C1OCC12CN(C2)C2=CC=C(C=1N2N=CN1)C=1C=2N(C(=NC1)NCC1=C(C=CC3=C1CCO3)F)C=NN2 8-(5-(2-oxa-6-azaspiro[3.3]heptan-6-yl)-[1,2,4]triazolo[1,5-a]pyridin-8-yl)-N-((5-fluoro-2,3-dihydrobenzofuran-4-yl)methyl)-[1,2,4]triazolo[4,3-c]pyrimidin-5-amine